[3-[4-(4-Fluorophenoxy)phenyl]azetidin-1-yl]-[(3S)-3-(tetrazol-2-yl)pyrrolidin-1-yl]methanone FC1=CC=C(OC2=CC=C(C=C2)C2CN(C2)C(=O)N2C[C@H](CC2)N2N=CN=N2)C=C1